FC1=C(C(=CC(=C1)CNC)F)C=1C=C2C(=CN1)NN=C2C=2C=NN(C2)C2=C(C#N)C=CC=C2 (4-(5-(2,6-difluoro-4-((methylamino)methyl)phenyl)-1H-pyrazolo[3,4-c]pyridin-3-yl)-1H-pyrazol-1-yl)benzonitrile